2-chloro-3-oxo-butyric acid ClC(C(=O)O)C(C)=O